Methyl 3-(2-(3-bromophenyl)-2-((tetrahydro-2H-pyran-2-yl)oxy)ethoxy)-2,2-dimethylpropanoate BrC=1C=C(C=CC1)C(COCC(C(=O)OC)(C)C)OC1OCCCC1